FC1(CN(C1)C(C)C)C#CC1=CC2=C(OC[C@@H](C(N2C)=O)NC(C2=NC=CC(=C2)OC2=CC=CC=C2)=O)C=C1 (S)-N-(7-((3-Fluoro-1-isopropylazetidin-3-yl)ethynyl)-5-methyl-4-oxo-2,3,4,5-tetrahydrobenzo[b][1,4]oxazepin-3-yl)-4-phenoxypicolinamid